CC1=NOC(=N1)C(C)=O (3-methyl-1,2,4-oxadiazol-5-yl)ethan-1-one